2-(4-bromo-1-methyl-1H-benzo[D]imidazol-2-yl)phenol BrC1=CC=CC=2N(C(=NC21)C2=C(C=CC=C2)O)C